NCCCN1C(CCC1)=O (3-aminopropyl)-2-pyrrolidone